C(C)(C)N1N=C(C=C1[C@@H]1C[C@H](CC1)N1CCOCCC1)C=1C=NC=C(C1)C(F)(F)F 4-((1s,3s)-3-(1-isopropyl-3-(5-(trifluoromethyl)pyridin-3-yl)-1H-pyrazol-5-yl)cyclopentyl)-1,4-oxaazepane